P([O-])([O-])(=O)N phosphoromonoamidate